ClC1=C(C=C(OC2=CC=C(CCOC3=NC(N4C(N5[C@@]6(CO[C@H](C5)C6)C4)=C3)=O)C=C2)C=C1)C(F)(F)F (3S,11aR)-7-(4-(4-chloro-3-(trifluoromethyl)phenoxy)phenethoxy)-3,4-dihydro-1H,9H,11H-3,11a-methanopyrimido[6',1':2,3]imidazo[5,1-c][1,4]oxazin-9-one